BrC=1C=C2C(=NC(=NN2C1)Cl)N(C(OC(C)(C)C)=O)CC1=NC=CC=C1F tert-butyl (6-bromo-2-chloropyrrolo[2,1-f][1,2,4]triazin-4-yl)((3-fluoropyridin-2-yl)methyl)carbamate